4-cyclopropyl-N-[(3,5-difluoropyridin-2-yl)methyl]-2-[(3R)-3-methyl-[1,4'-bipiperidin]-1'-yl]-1,3-thiazole-5-carboxamide C1(CC1)C=1N=C(SC1C(=O)NCC1=NC=C(C=C1F)F)N1CCC(CC1)N1C[C@@H](CCC1)C